NC1=CC=C(C=C1)NC(C1=C(C=CC=C1)I)=O N-(4-aminophenyl)-2-iodobenzamide